2-((1-(2-(2-ethyl-1-oxo-1,2,3,4-tetrahydroisoquinolin-6-yl)-3,6-dimethyl-4-oxo-4H-chromen-8-yl)ethyl)amino)benzoic acid C(C)N1C(C2=CC=C(C=C2CC1)C=1OC2=C(C=C(C=C2C(C1C)=O)C)C(C)NC1=C(C(=O)O)C=CC=C1)=O